C[C@H]1N(CCOC1)C=1C=C2C3=C(C(=NN3CCC(N2C2(COC2)C)=O)C2=NNC=C2)N1 (R)-4-(3-methylmorpholinyl)-6-(3-methyloxetane-3-yl)-2-(1H-pyrazol-3-yl)-8,9-dihydro-1,3,6,9a-tetraazabenzo[cd]azulene-7(6H)-one